(E)-2-fluoro-3-Imino-3-(methyl-amino)-1-(p-tolylsulfonylamino)1-propene F/C(=C/NS(=O)(=O)C1=CC=C(C=C1)C)/C(NC)=N